O.O.O.[Al] Aluminium tri-hydrate